4-[(3R)-3-methylmorpholin-4-yl]-6-[(2R)-2-phenyl-1-piperidyl]-1H-pyridin-2-one C[C@H]1N(CCOC1)C1=CC(NC(=C1)N1[C@H](CCCC1)C1=CC=CC=C1)=O